(R)-2-(7-Chloro-4-oxoquinazolin-3(4H)-yl)propanoic acid ClC1=CC=C2C(N(C=NC2=C1)[C@@H](C(=O)O)C)=O